BrC1=CN=C(S1)C#CC=1C=CC(N(C1)C)=O 5-((5-bromothiazol-2-yl)ethynyl)-1-methylpyridin-2(1H)-one